2-(2-((tert-butyldimethylsilyl)oxy)cyclopentyl)-4-(trifluoromethyl)thiazole [Si](C)(C)(C(C)(C)C)OC1C(CCC1)C=1SC=C(N1)C(F)(F)F